C(#N)C1=CC=C(C=C1)C1=CC=C2C(=N1)SC(=N2)NC(C2=CN=C(C=C2C2=C(C(=CC=C2)F)OC)C)=O N-(5-(4-cyanophenyl)thiazolo[5,4-b]pyridin-2-yl)-4-(3-fluoro-2-methoxyphenyl)-6-methylnicotinamide